FC(C(=O)O)(F)F.C(C)[C@@H]1N(CCNC1)CC(F)(F)F (S)-2-ethyl-1-(trifluoroethyl)piperazine trifluoroacetate